(2-(3-(4-isopropylpiperazin-1-yl)-1H-pyrazol-1-yl)phenyl)methanamine C(C)(C)N1CCN(CC1)C1=NN(C=C1)C1=C(C=CC=C1)CN